2-[4-[5-Amino-4-cyano-1-(1-hydroxypropan-2-yl)pyrazol-3-yl]phenyl]-N-[3-[4-(trifluoromethyl)bicyclo[2.2.1]heptan-1-yl]-1,2-oxazol-5-yl]acetamide NC1=C(C(=NN1C(CO)C)C1=CC=C(C=C1)CC(=O)NC1=CC(=NO1)C12CCC(CC1)(C2)C(F)(F)F)C#N